[Li+].FC(=O)[O-].[Li+].FC(=O)[O-] lithium fluorocarboxylate, lithium salt